ClC=1C=C(C=CC1F)[C@@]1(CC[C@@H]2N(CCNC2)C1)O (7R,9aS)-7-(3-chloro-4-fluoro-phenyl)-1,2,3,4,6,8,9,9a-octahydropyrido[1,2-a]pyrazin-7-ol